Aluminium tristearat C(CCCCCCCCCCCCCCCCC)(=O)[O-].C(CCCCCCCCCCCCCCCCC)(=O)[O-].C(CCCCCCCCCCCCCCCCC)(=O)[O-].[Al+3]